3-methyl-2-[6-[(2R)-2-methylmorpholin-4-yl]pyridazin-3-yl]-5-(trifluoromethyl)phenol CC=1C(=C(C=C(C1)C(F)(F)F)O)C=1N=NC(=CC1)N1C[C@H](OCC1)C